(cyclohexyl-(methyl)carbamoyl)picolinic acid methyl ester COC(C1=NC=CC=C1C(N(C)C1CCCCC1)=O)=O